FC=1C=C2C=C3C(=NC2=C(C1)\C(\C)=N\[S@](=O)C(C)(C)C)N1[C@H](CO3)COCC1 (R)-N-((E)-1-((S)-9-fluoro-1,2,4a,5-tetrahydro-4H-[1,4]oxazino[4',3':4,5][1,4]oxazino[3,2-b]quinolin-11-yl)ethylidene)-2-methylpropane-2-sulfinamide